N-(2,2-difluoroethyl)-3-((3aR,3bR,4aS,5R,5aS)-2,2-dimethylhexahydrocyclopropa[3,4]cyclopenta[1,2-d][1,3]dioxol-5-yl)-5-methyl-3H-imidazo[4,5-b]pyridin-7-amine FC(CNC1=C2C(=NC(=C1)C)N(C=N2)[C@@H]2[C@@H]1[C@H]([C@@H]3[C@H]2OC(O3)(C)C)C1)F